BrC1=C(C(=NN1C[C@@H](C(C)C)NC(OC(C)(C)C)=O)C=O)Cl tert-butyl (R)-(1-(5-bromo-4-chloro-3-formyl-1H-pyrazol-1-yl)-3-methylbutan-2-yl)carbamate